(2S,3R)-N-(2-amino-4-((4-hydroxybenzyl)amino)phenyl)-2,3-difluorooctanamide NC1=C(C=CC(=C1)NCC1=CC=C(C=C1)O)NC([C@@H]([C@@H](CCCCC)F)F)=O